2-[[4-[6-[(4-cyano-2-fluoro-phenyl)methoxy]-2-pyridyl]-2-fluoro-5-methyl-phenyl]methyl]-3-[[(2S)-oxetan-2-yl]methyl]benzimidazole-5-carboxylate C(#N)C1=CC(=C(C=C1)COC1=CC=CC(=N1)C1=CC(=C(C=C1C)CC=1N(C2=C(N1)C=CC(=C2)C(=O)[O-])C[C@H]2OCC2)F)F